FC(C(=O)[O-])(C(C(C(C(F)(F)F)(F)F)(F)F)(F)F)F perfluorocaproic acid anion